C(C=CC=CC)(=O)[O-].[K+] potassium 2,4-hexadienate